3-Dodecyl-1-(9-methylcarbazol-3-yl)-2H-imidazol-3-ium hexafluorophosphate F[P-](F)(F)(F)(F)F.C(CCCCCCCCCCC)[NH+]1CN(C=C1)C=1C=CC=2N(C3=CC=CC=C3C2C1)C